2-(1-hydroxy-4-((3-(5,6,7,8-tetrahydro-1,8-naphthyridin-2-yl)propyl)carbamoyl)cyclohexyl)acetic acid OC1(CCC(CC1)C(NCCCC1=NC=2NCCCC2C=C1)=O)CC(=O)O